CC=1C=C(C=2N(C1)N=CC2)OC2=CC=C(C=C2)OC(F)(F)F 6-methyl-4-(4-(trifluoromethoxy)phenoxy)pyrazolo[1,5-a]pyridine